N1,N6-di-((E)-3-(2-methoxyphenyl)-allylidene)-1,6-hexanediamine COC1=C(C=CC=C1)/C=C/C=NCCCCCCN=C\C=C\C1=C(C=CC=C1)OC